S1C(=NC2=C1C=CC=C2)NC(=O)C=2C=CC=C1CCN(CC21)C2=CC=C(C(=N2)C(=O)OC(C)(C)C)C2=C(C(=CC=C2)OC2CCC(CC2)CC(=O)OC)C tert-butyl 6-(8-(benzo[d]thiazol-2-ylcarbamoyl)-3,4-dihydroisoquinolin-2(1H)-yl)-3-(3-(((1r,4r)-4-(2-methoxy-2-oxoethyl)cyclohexyl)oxy)-2-methylphenyl)picolinate